N(C(=N)N)CCCCC(=O)O 5-carbamimidamidopentanoic acid